4-(2,6-difluorophenyl)-N-[(6S)-2,4-dimethyl-5-oxo-7,8-dihydro-6H-pyrazolo[1,5-a][1,3]diazepin-6-yl]-5,6-dihydroimidazo[1,2-b][1,2,4]triazole-2-carboxamide FC1=C(C(=CC=C1)F)N1CCN2N=C(N=C21)C(=O)N[C@@H]2C(N(C=1N(CC2)N=C(C1)C)C)=O